Octadecen-1-ol CCCCCCCC/C=C/CCCCCCCCO